3-{4-[(1-ethylpiperidin-4-yl)amino]-1-(2,2,2-trifluoroethyl)-1H-indol-2-yl}prop-2-yn C(C)N1CCC(CC1)NC1=C2C=C(N(C2=CC=C1)CC(F)(F)F)C#CC